C(CC)OC1=C(C=CC(=C1)C1=CC=CC=C1)O propoxy-p-phenylphenol